C(C1=CC=CC=C1)SC=1C=C(C=CC1)C1CN(CC2=C(C=C(C=C12)C)Cl)C 4-(3-(benzylthio)phenyl)-8-chloro-2,6-dimethyl-1,2,3,4-tetrahydroisoquinoline